The molecule is a tryptamine alkaloid that is N,N-dimethyltryptamine carrying an additional hydroxy substituent at position 4. A hallucinogenic alkaloid isolated in trace amounts from Psilocybe mushrooms (also known as Teonanacatl or "magic mushrooms"). It has a role as a hallucinogen, a serotonergic agonist, a fungal metabolite, a human xenobiotic metabolite and a drug metabolite. It is a tryptamine alkaloid, a tertiary amino compound, a member of hydroxyindoles and a member of phenols. It derives from a N,N-dimethyltryptamine. CN(C)CCC1=CNC2=C1C(=CC=C2)O